4-amino-N',1-dimethyl-N'-(pyrimidin-2-yl)-N-((5-(trifluoromethyl)pyridin-2-yl)methyl)-1H-pyrazolo[4,3-c]quinoline-8-carbohydrazide NC1=NC=2C=CC(=CC2C2=C1C=NN2C)C(=O)N(N(C2=NC=CC=N2)C)CC2=NC=C(C=C2)C(F)(F)F